Br.Br.[Na].[Na] disodium, dihydrobromide